C(N)(O)=O.C(N)(O)=O.N[C@@H](CCCCN)C(=O)O lysine dicarbamate salt